OCCCCCCCCCOC1=C(C=C(C=O)C=C1)OC 4-(9-hydroxynonanyloxy)-3-methoxybenzaldehyde